FC1=C(C=CC(=C1)OC1=CC(=NC=C1)C=1C=NC=NC1)NC1=NC=NC2=CC(=C(C=C12)NC1CCN(CC1)C(C=C)=O)OC 1-(4-((4-((2-fluoro-4-((2-(pyrimidin-5-yl)pyridin-4-yl)oxy)phenyl)amino)-7-methoxyquinazolin-6-yl)amino)piperidin-1-yl)prop-2-en-1-one